3-((2S,3S)-1-(7,8-Dichloro-4-(1H-imidazol-1-yl)quinolin-2-yl)-3-hydroxypyrrolidine-2-carboxamido)propanoic acid ClC1=CC=C2C(=CC(=NC2=C1Cl)N1[C@@H]([C@H](CC1)O)C(=O)NCCC(=O)O)N1C=NC=C1